FC1(CC1)C(=O)N[C@@H](C(C)(C)C)C(=O)N1[C@@H](C[C@H](C1)O)C=1N(C=C(N1)C(=O)N1CCC(CC1)C1=CC=CC=C1)C 1-fluoro-N-[(1S)-1-[(2S,4R)-4-hydroxy-2-[1-methyl-4-(4-phenylpiperidine-1-carbonyl)imidazol-2-yl]pyrrolidine-1-carbonyl]-2,2-dimethyl-propyl]cyclopropanecarboxamide